(E)-N-(3-(2-(5-fluoro-2-methoxyphenyl)-2-oxoethyl)-5-(1-(isopropoxyimino)ethyl)-2,6-dioxo-3,6-dihydropyrimidin-1(2H)-yl)-N-methylthiazole-4-carboxamide FC=1C=CC(=C(C1)C(CN1C(N(C(C(=C1)/C(/C)=N/OC(C)C)=O)N(C(=O)C=1N=CSC1)C)=O)=O)OC